3-mercaptomethyl-1,5-dimercapto-2,4-dithiane SCC1SC(CC(S1)S)S